(4-(difluoromethoxy)-2,6-dimethylphenyl)hydrazine hydrochloride Cl.FC(OC1=CC(=C(C(=C1)C)NN)C)F